ClC=1C=C2C=C([C@@H](OC2=C(C1)Cl)C(F)(F)F)C(=O)O (R)-6,8-dichloro-2-trifluoromethyl-2H-chromene-3-carboxylic acid